5β-Cholanic Acid C(CC[C@@H](C)[C@H]1CC[C@H]2[C@@H]3CC[C@@H]4CCCC[C@]4(C)[C@H]3CC[C@]12C)(=O)O